2-(7-dicyanomethylene-1,3,4,5,6,8,9,10-octafluoro-7H-pyrene-2-ylidene)propanal C(#N)C(=C1C(=C2C(=C(C3=C(C(C(=C4C(=C(C(=C1F)C2=C43)F)F)F)=C(C=O)C)F)F)F)F)C#N